chloro-4-methylpyridine-2,3-diamine ClC=1C(=C(C(=NC1)N)N)C